C(C)OC(C)C Ethyl-iso-propylether